C(C)N1CC(CC1)C1=CC=C(C(=O)NC2=CC(=C(C=C2)C)NC2=NC=CC(=N2)C=2C=NC=CC2)C=C1 4-(1-Ethyl-pyrrolidin-3-yl)-N-[4-methyl-3-(4-pyridin-3-yl-pyrimidin-2-ylamino)-phenyl]-benzamide